C(C)C=1C(=C2C(=NC1C(F)(F)F)CCC2)NC(=O)N=S(=O)(N)C=2SC(=CC2F)C(C)(C)O N'-((3-ethyl-2-(trifluoromethyl)-6,7-dihydro-5H-cyclopenta[b]pyridin-4-yl)carbamoyl)-3-fluoro-5-(2-hydroxypropan-2-yl)thiophene-2-sulfonimidamide